ClC=1C=NC(=NC1)N1CCC(CC1)CCCOC1=CC(=C(C=C1)CC(=O)N1CC2(CCC2NC[C@@H]([C@@H]([C@@H](CO)O)O)O)CC1)F 2-(4-(3-(1-(5-chloropyrimidin-2-yl)piperidin-4-yl)propoxy)-2-fluorophenyl)-1-(1-(((2S,3S,4R)-2,3,4,5-tetrahydroxypentyl)amino)-6-azaspiro[3.4]octan-6-yl)ethan-1-one